(E)-2-(2-amino-3-methylbutanamido)ethyl (4-(3,5-dimethoxystyryl)phenyl) carbonate Hydrochloride Cl.C(OCCNC(C(C(C)C)N)=O)(OC1=CC=C(C=C1)C=CC1=CC(=CC(=C1)OC)OC)=O